COC1=CC2=C([C@]3([C@@](O2)([C@@H]([C@H]([C@H]3O)C=3OC(=NN3)CNC)C3=CC=CC=C3)C3=CC=C(C=C3)OC)O)C(=C1)OC |&1:10,11| (1R/S,2R/S,3S,3aR,8bS)-6,8-dimethoxy-3a-(4-methoxyphenyl)-2-(5-((methylamino)methyl)-1,3,4-oxadiazol-2-yl)-3-phenyl-1,2,3,3a-tetrahydro-8bH-cyclopenta[b]benzofuran-1,8b-diol